2-(3-((((9H-fluoren-9-yl)methoxy)carbonyl)amino)propyl)pentanoic acid C1=CC=CC=2C3=CC=CC=C3C(C12)COC(=O)NCCCC(C(=O)O)CCC